ClC1=C2C(=NC(=N1)N)N(N=C2)CC2=CC(=C(C=C2)[N+](=O)[O-])C(F)(F)F 4-chloro-1-(4-nitro-3-(trifluoromethyl)benzyl)-1H-pyrazolo[3,4-d]pyrimidin-6-amine